cyanovinylphosphoric acid C(#N)C=COP(O)(O)=O